5-allyl-8-chloro-1-(2,6-dichloro-4-(2-hydroxyethoxy)phenyl)-2-methyl-1,6-naphthyridin-4(1H)-one C(C=C)C1=C2C(C=C(N(C2=C(C=N1)Cl)C1=C(C=C(C=C1Cl)OCCO)Cl)C)=O